FC1=C(C(=CC=C1)F)[C@H]1N(OCC1)C1=CC(=NC=N1)NC=1C(=CC(=C(C1)NC(C=C)=O)N1CCC(CC1)N1CCN(CC1)C(C)C)OC N-(5-((6-((S)-3-(2,6-difluorophenyl)isoxazolidine-2-yl)pyrimidine-4-yl)amino)-2-(4-(4-isopropylpiperazine-1-yl)piperidine-1-yl)-4-methoxyphenyl)acrylamide